FC1=CN=C(S1)CC1=C(C2=NC=CC(=C2S1)N)C [(5-fluoro-1,3-thiazol-2-yl)methyl]-3-methylthieno[3,2-b]pyridin-7-amine